ClC1=C(C=CC=C1F)[C@H]1C(=C(NC(=N1)C=1SC=CN1)CN1[C@@H]([C@H]2C[C@H]2C1)C(=O)O)C(=O)OC (1S,2S,5R)-3-(((R)-6-(2-chloro-3-fluorophenyl)-5-(methoxycarbonyl)-2-(thiazol-2-yl)-3,6-dihydropyrimidin-4-yl)methyl)-3-azabicyclo[3.1.0]hexane-2-carboxylic acid